rac-7-bromo-4-(((tert-butyldimethylsilyl)oxy)methyl)-2-((1S*,2S*)-2-(4-methylpyrimidin-2-yl)cyclopropyl)quinoline BrC1=CC=C2C(=CC(=NC2=C1)[C@@H]1[C@H](C1)C1=NC=CC(=N1)C)CO[Si](C)(C)C(C)(C)C |r|